5-(3-carboxymethylphenyl)-2-(4-sulfophenyl)-2H-tetrazolium C(=O)(O)CC=1C=C(C=CC1)C=1N=NN([NH+]1)C1=CC=C(C=C1)S(=O)(=O)O